BrC1=CC=2NC(NC(C2N=C1)=O)=O 7-bromopyrido[3,2-d]pyrimidine-2,4(1H,3H)-dione